C(C)N1C2=C(C(C(C1=O)NC(C1=CC(=CC=C1)C(F)(F)F)=O)C1=CC=C(C=C1)F)C(=NN2C2=CC=CC=C2)C(=O)NC 7-ethyl-4-(4-fluorophenyl)-N-methyl-6-oxo-1-phenyl-5-(3-(trifluoromethyl)benzamido)-4,5,6,7-tetrahydro-1H-pyrazolo[3,4-b]pyridine-3-carboxamide